C(C)(=O)C1CC=C(CC1)C1=CC(=NC=C1)O[C@H]1CN(CC1)C1=C(C(NN=C1)=O)Cl 5-((3R)-3-((4-(4-acetylcyclohex-1-en-1-yl)pyridin-2-yl)oxy)pyrrolidin-1-yl)-4-chloropyridazin-3(2H)-one